2-((3-chloro-5-methyl-6-oxo-5,6-dihydro-1,5-naphthyridin-4-yl)oxy)acetaldehyde ClC=1C=NC=2C=CC(N(C2C1OCC=O)C)=O